C(CCCCC)OCOC=CCCCCCCCCCCCC(OCCC)OCCC dipropyloxytetradecenyl hexyloxymethyl ether